C1CCCC2(CCC3C4CCC5CCCCC5=C4CC=C3C21)C(=O)[O-] 2,3,4,5,6,6a,7,8,8a,10,11,12,13,14b-tetradecahydro-1H-picene-4a-carboxylate